7-chloro-1-(1-methylimidazol-2-yl)-1,3-dihydroquinazoline-2,4-dione ClC1=CC=C2C(NC(N(C2=C1)C=1N(C=CN1)C)=O)=O